CC=1C=C(C=2N(C(C=C(N2)N2CCCCC2)=O)C1)C(C)NC1=C(C=CC=C1)C(C(F)(F)F)O 7-methyl-2-(piperidin-1-yl)-9-(1-((2-(2,2,2-trifluoro-1-hydroxyethyl)phenyl)amino)ethyl)-4H-pyrido[1,2-a]pyrimidin-4-one